1-methyl-3,5-diethyl-2,4-phenylenediamine CC1=C(C(=C(C(=C1)CC)N)CC)N